C(C)(C)(C)OC(CC1CC(C1)C(NCCCCCCCCCCCCCCCCCC)=O)=O.N1C=NC2=C1C=CC(=C2)N2C([C@@H]([C@@H]2C2=C(C=C(C=C2F)N2N=C(C=C2)C(F)(F)F)F)C2CC2)=O (3R,4R)-1-(1H-benzo[d]imidazol-5-yl)-3-cyclopropyl-4-(2,6-difluoro-4-(3-(trifluoromethyl)-1H-pyrazol-1-yl)phenyl)azetidin-2-one tert-butyl-2-(3-(octadecylcarbamoyl)cyclobutyl)acetate